7-fluoro-3-bromoimidazo[1,2-a]pyridine FC1=CC=2N(C=C1)C(=CN2)Br